(S)-4-(4-acryloyl-2-methylpiperazin-1-yl)-7-(4-aminopyridin-3-yl)-6-fluoro-1-(2-isopropyl-6-(methylsulfonyl)phenyl)pyridino[2,3-d]pyrimidin-2(1H)-one C(C=C)(=O)N1C[C@@H](N(CC1)C=1C2=C(N(C(N1)=O)C1=C(C=CC=C1S(=O)(=O)C)C(C)C)N=C(C(=C2)F)C=2C=NC=CC2N)C